5-[[3,4,6-tri-O-acetyl-2-(acetylamino)-2-deoxy-D-galactopyranosyl]oxy]-pentanoic acid C(C)(=O)O[C@@H]1[C@H](C(O[C@@H]([C@@H]1OC(C)=O)COC(C)=O)OCCCCC(=O)O)NC(C)=O